C(CCCCCCCCCCC)C(CC(CO)(CO)CO)(CCCCCCCCCCCC)CCCCCCCCCCCC trilauryl-trimethylolpropane